NC1=C(C(=NC(=N1)S)O)/N=C/C1=CC=C(C=C1)N(C)C (E)-6-amino-5-((4-(dimethylamino)benzylidene)amino)-2-mercaptopyrimidin-4-ol